2,2,2-Trifluoroethyl (S)-3-cyclopropyl-2-(2-((S)-5-oxo-1-(2,3,5-trifluorobenzyl)pyrrolidin-2-yl)acetamido)propanoate C1(CC1)C[C@@H](C(=O)OCC(F)(F)F)NC(C[C@H]1N(C(CC1)=O)CC1=C(C(=CC(=C1)F)F)F)=O